1-(7-bromo-2,2-dimethyl-1,2-dihydroquinoline-4-yl)-2-nitroethane BrC1=CC=C2C(=CC(NC2=C1)(C)C)CC[N+](=O)[O-]